trans-3-(2,4-dichloro-3-((1,4-dimethyl-6-(trifluoromethyl)-1H-indol-2-yl)methyl)phenoxy)cyclopentanecarboxylic acid ClC1=C(O[C@@H]2C[C@H](CC2)C(=O)O)C=CC(=C1CC=1N(C2=CC(=CC(=C2C1)C)C(F)(F)F)C)Cl